4-methylenehexahydro-2H-2,6-methanoquinolizin-3(4H)-one C=C1C(C2CC3CCCC(N13)C2)=O